1-tetrahydropyran-3-yl-4-(4,4,5,5-tetramethyl-1,3,2-dioxaborolan-2-yl)indazole O1CC(CCC1)N1N=CC2=C(C=CC=C12)B1OC(C(O1)(C)C)(C)C